N-(5-((5-chloropyridin-2-yl)methoxy)-1,3,4-thiadiazol-2-yl)-6-cyano-2-morpholinonicotinamide ClC=1C=CC(=NC1)COC1=NN=C(S1)NC(C1=C(N=C(C=C1)C#N)N1CCOCC1)=O